(S)-3-methyl-5-(1-methyl-2-pyrrolidinyl)isoxazole CC1=NOC(=C1)[C@H]1N(CCC1)C